5-[4-(3,5-dichloro-2-pyridinyl)piperazine-1-carbonyl]-2-hydroxy-6-(trifluoromethyl)-pyridine-3-carbonitrile ClC=1C(=NC=C(C1)Cl)N1CCN(CC1)C(=O)C=1C=C(C(=NC1C(F)(F)F)O)C#N